ClC1=C(C=C(N=N1)N[C@H]1CN(CCC1)C(=O)OC(C)(C)C)C tert-butyl (R)-3-((6-chloro-5-methylpyridazin-3-yl) amino)piperidine-1-carboxylate